(3R,4R)-1-BENZYL-N,4-DIMETHYLPIPERIDIN-3-AMINE C[C@@H]1CCN(C[C@@H]1NC)CC2=CC=CC=C2